ClC=1C(=NC(=NC1)NC1=C(C=C(C=C1)N1CCC(CC1)N1CCN(CC1)C)OC)OC1=C(C=CC=C1)C=1C(=C(C=CC1)O)C=O 2'-{[5-chloro-2-({2-methoxy-4-[4-(4-methylpiperazin-1-yl)piperidin-1-yl]phenyl}amino)pyrimidin-4-yl]oxy}-3-hydroxy-[1,1'-biphenyl]-2-carbaldehyde